(Z)-3-((tert-butylamino)methylene)-2-(1-ethyl-2-methyl-1H-indol-3-yl)chroman-4-one C(C)(C)(C)N\C=C/1\C(OC2=CC=CC=C2C1=O)C1=C(N(C2=CC=CC=C12)CC)C